C(C1=CC=CC=C1)N1CCCC2=CC(=CC=C12)OC(NC1=CC=C(C=C1)Br)=O (4-bromo-phenyl)-carbamic acid 1-benzyl-1,2,3,4-tetrahydro-quinolin-6-yl ester